5-(3-benzyl-1-((2-methyl-2H-1,2,3-triazol-4-yl)sulfonyl)pyrrolidin-3-yl)-6-methyl-1-(1-methyl-1H-pyrazol-4-yl)-1H-indazole C(C1=CC=CC=C1)C1(CN(CC1)S(=O)(=O)C1=NN(N=C1)C)C=1C=C2C=NN(C2=CC1C)C=1C=NN(C1)C